FC1=C(C=CC=C1)CC(=O)OC=1C=C(C=CC1)C1=CC(=CC=C1)NC(CC1=CC(=C(C=C1)O)OC)=O 3'-[2-(4-hydroxy-3-methoxyphenyl)acetamido][1,1'-biphenyl]-3-yl (2-fluorophenyl)acetate